(2S)-2-(benzyloxycarbonylamino)-2-(4,4-difluorocyclohexyl)acetic acid C(C1=CC=CC=C1)OC(=O)N[C@H](C(=O)O)C1CCC(CC1)(F)F